NC=1C=C2C(=CC(NC2=CC1)=O)O 6-amino-4-hydroxy-2(1H)-quinolinone